ClC1=CC=C2C(=N1)N(C(=N2)C)C=2C=C1CCN(C1=CC2)C(C)=O 1-(5-(5-chloro-2-methyl-3H-imidazo[4,5-b]pyridin-3-yl)indolin-1-yl)ethan-1-one